ClC1=C(C=CC=2N(C(N(C21)C)=O)C2C(NC(CC2)=O)=O)C2CCNCC2 3-(4-chloro-3-methyl-2-oxo-5-(piperidin-4-yl)-2,3-dihydro-1H-benzo[d]imidazol-1-yl)piperidine-2,6-dione